C(C)(C)C=1C(=CC(=NC1)C=1C=NN(C1)C)OC=1C(=NC(=NC1)N)N 5-((5-isopropyl-2-(1-methyl-1H-pyrazol-4-yl)pyridin-4-yl)oxy)pyrimidine-2,4-diamine